C1(CC2C(CC1)O2)CCC[Si](OC)(OC)OC gamma-(3,4-epoxycyclohexyl)propyl-trimethoxysilane